(1,3-dimethyl-azetidin-3-yl)-(4-isopropyl-phenyl)-methanol CN1CC(C1)(C)C(O)C1=CC=C(C=C1)C(C)C